1-(4-methoxybenzyl)-3-methyl-N-(7-methylimidazo[1,2-a]pyridin-6-yl)-1H-pyrazolo[3,4-d]pyrimidin-6-amine COC1=CC=C(CN2N=C(C=3C2=NC(=NC3)NC=3C(=CC=2N(C3)C=CN2)C)C)C=C1